4-(3-Fluorobicyclo[1.1.1]pentane-1-carbonyl)piperazin FC12CC(C1)(C2)C(=O)N2CCNCC2